{4-[(4,5-Dichloro-1,3-thiazol-2-yl)oxy]-2,5-dimethylphenyl}-N-ethyl-N-methylimidoformamide ClC=1N=C(SC1Cl)OC1=CC(=C(C=C1C)C(N(C)CC)=N)C